4-cyclopropyl-3-(cyclopropylmethoxy)-N-[2-(1,3-thiazol-2-yl)propan-2-yl]benzamide C1(CC1)C1=C(C=C(C(=O)NC(C)(C)C=2SC=CN2)C=C1)OCC1CC1